CC1(N(CC(C1)C(F)F)C)C methyl-4-(difluoromethyl)-1,2-dimethylpyrrolidine